(E)-1-(4-amino-1,2,5-oxadiazol-3-yl)-N'-(4-methylbenzylidene)-1H-1,2,3-triazole-4-carbohydrazide NC=1C(=NON1)N1N=NC(=C1)C(=O)N/N=C/C1=CC=C(C=C1)C